C(#N)N1[C@@H](CCC1)C(=O)N(C1=CC(=NO1)C1=CC=CC=C1)C (S)-1-cyano-N-methyl-N-(3-phenylisoxazol-5-yl)pyrrolidine-2-carboxylic acid amide